3-cyano-6-(difluoromethyl)pyridin-2-yl trifluoromethanesulfonate FC(S(=O)(=O)OC1=NC(=CC=C1C#N)C(F)F)(F)F